BrC1=NC2=CC=C(C=C2C(=C1)C1=CC=CC=C1)Br 2,6-dibromo-4-phenylquinoline